ClC1=CC(=C(C(=C1)C)NS(=O)(=O)C=1C=C(C=CC1)CCCCCCC(=O)O)C 7-(3-(N-(4-chloro-2,6-dimethylphenyl)sulfamoyl)phenyl)heptanoic acid